C(C)(C)(C)C=1C(=NN2C1N=C(C=C2C=2C=NNC2)N2CC1=CC=C(C=C1C2)F)C(=O)NC2=CC(=CC=C2)OC 3-(tert-butyl)-5-(5-fluoroisoindolin-2-yl)-N-(3-methoxyphenyl)-7-(1H-pyrazol-4-yl)pyrazolo[1,5-a]pyrimidine-2-carboxamide